C(C(C)=C)OCC(C(=O)OC1CCC(CC1)C)=C 4-methylcyclohexyl α-methallyloxymethylacrylate